butyl-N,N-didecylaminoacetic acid C(CCC)C(C(=O)O)N(CCCCCCCCCC)CCCCCCCCCC